8-(5-Fluoro-3-methyl-1H-indol-7-yl)-1,4,4,9-tetramethyl-6-methylsulfanyl-5H-[1,2,4]triazolo[4,3-a]quinoxaline FC=1C=C2C(=CNC2=C(C1)C1=CC(=C2NC(C=3N(C2=C1C)C(=NN3)C)(C)C)SC)C